[Cl-].OC(COCC(C[N+](C)(C)C)O)C[N+](C)(C)C.[Cl-] 2-hydroxy-3-(trimethylammonio)propyl ether chloride